CON=C(C=1C(=NN(C1O)C1=CC=CC=C1)C)C1=CC=CC=C1 4-[(methoxyimino)(phenyl)methyl]-3-methyl-1-phenyl-1H-pyrazol-5-ol